OC=1C=C(C=CC1)N1C(N(CC=C1)CC1=CC=C(C=C1)OC)=O 1-(3-hydroxyphenyl)-3-[(4-methoxyphenyl)methyl]-1,3-diazinon